ClC=1C=C(C=C(C1)NS(=O)(=O)C)NC(=O)C1=CN(C(=C1)C1=NC=C(C=C1)C(F)(F)F)C N-(3-chloro-5-(methylsulfonamido)phenyl)-1-methyl-5-(5-(trifluoromethyl)pyridin-2-yl)-1H-pyrrole-3-carboxamide